ClC1=CC(=C(OCC2=NN(C=C2)CC2CCN(CC2)CC2=NC3=C(N2CC2=CN=CN2CC)C=C(C=C3)C(=O)O)C=C1)C#N 2-{[4-({3-[(4-chloro-2-cyanophenoxy)methyl]-1H-pyrazol-1-yl}methyl)piperidin-1-yl]methyl}-1-[(1-ethyl-1H-imidazol-5-yl)methyl]-1H-1,3-benzodiazole-6-carboxylic acid